OC[C@H](C=1C(=NC(=NC1)N1C([C@H]2C[C@H]2C1)=O)C)N1N=CC(=C1)NC(=O)C1=NC=CN=C1 N-(1-((S)-2-hydroxy-1-(4-methyl-2-((1S,5R)-2-oxo-3-azabicyclo[3.1.0]hexan-3-yl)pyrimidin-5-yl)ethyl)-1H-pyrazol-4-yl)pyrazine-2-carboxamide